C(C=C)C1(C(C=CC=C1)CBr)Br 1-allyl-2-(bromomethyl)phenylbromide